C(CCCCCCC)N(C(C=C)=O)CCCCCCCC N,N-dioctylacrylamide